N1=C(C=CC=C1)N(C(C1=C(C2=CC=CC=C2)OCO1)=O)C1=CC=CC=C1 methylenedioxycinnamic acid-N-pyridyl-N-phenylamide